C(C=C)NC1=NC=CC(=N1)NC1=CC=C(C=C1)C1=NC(=NC=C1C)N N2-allyl-N4-(4-(2-amino-5-methylpyrimidin-4-yl)phenyl)pyrimidine-2,4-diamine